CNC(CC)=O (methylamino)propan-1-one